C1=CC=CC=2[Se]C3=CC=CC=C3N(C12)C1=CC=C(C=C1)B(O)O 4-(10H-phenoselenazin-10-yl)phenylboronic acid